3-(3-(4-chloro-3-trifluoromethylphenyl)ureido)-N-(4-hydroxybutyl)-2,3,4,9-tetrahydro-1H-carbazole-7-carboxamide ClC1=C(C=C(C=C1)NC(NC1CCC=2NC3=CC(=CC=C3C2C1)C(=O)NCCCCO)=O)C(F)(F)F